Methyl-2,3-di-O-benzyl-4-O-chloroacetyl-β-D-glucopyranosyluronate-(1→4)-3-O-acetyl-1,6-anhydro-2-azido-2-deoxy-β-D-glucopyranose C[C@@]1([C@H](OCC2=CC=CC=C2)[C@@H](OCC2=CC=CC=C2)[C@H](OC(CCl)=O)[C@H](O1)C(=O)[O-])O[C@H]1[C@@H]([C@H]([C@H]2O[C@@H]1CO2)N=[N+]=[N-])OC(C)=O